OCCN1CC1 1-(2-hydroxyethyl)-ethylenimine